CC=1C(=C(C(=C(C1)[Al])C)C)C tetramethyl-(phenyl)aluminum